(Z)-N-(5-(N'-hydroxycarbamimidoyl)-2-methylphenyl)imidazo[1,2-a]pyridine-3-carboxamide O\N=C(/N)\C=1C=CC(=C(C1)NC(=O)C1=CN=C2N1C=CC=C2)C